2-[(2E)-2-(aminomethyl)-3-fluoroprop-2-en-1-yl]-4-(5-bromo-3-methylpyridin-2-yl)-2,4-dihydro-3H-1,2,4-triazol-3-one hydrochloride Cl.NC/C(/CN1N=CN(C1=O)C1=NC=C(C=C1C)Br)=C\F